FCCCC1=CC=C(CN(N2C=NN=C2)C2=C(C#N)C=CC=C2)C=C1 ((4-(3-Fluoropropyl)benzyl)(4H-1,2,4-triazol-4-yl)amino)benzonitrile